CC1=CC=C(C=C1)OB(O)O para-methyl-phenyl-boric acid